C(C)(=O)N1CCC(CC1)NC1=NC=C(C(=C1)C(=O)OC(C)(C)C)OC tert-Butyl 2-[(1-acetyl-4-piperidyl)amino]-5-methoxy-pyridine-4-carboxylate